C(C)OCCOCCOC1=CC=C(C=C1)N1C2=CC=CC=C2C=2C=C(C=CC12)N(C1=CC=C(C=C1)OC)C1=CC=C(C=C1)OC 9-(4-(2-(2-Ethoxyethoxy)ethoxy)phenyl)-N,N-bis(4-methoxyphenyl)-9H-carbazol-3-amine